C(C=C)(=O)NC=1C=C(C=CC1)C1=CC=C2C=CC(=NC2=C1)C(=O)N 7-[3-(prop-2-enoylamino)phenyl]quinoline-2-carboxamide